BrC=1C=CC(=C(C#N)C1)OC 5-bromo-2-methoxybenzonitrile